4-(4-((4-(4-methoxyphenyl)pent-3-en-1-yl)oxy)phenyl)butan-2-one COC1=CC=C(C=C1)C(=CCCOC1=CC=C(C=C1)CCC(C)=O)C